8-bromo-N-(4-(tert-butyldiphenylsilyloxy)-2-methylbutan-2-yl)-1-(3,5-dimethoxyphenyl)-7-methoxy-N-methyl-1,4-dihydrochromeno[4,3-c]pyrazole-3-carboxamide BrC1=CC2=C(C=C1OC)OCC1=C2N(N=C1C(=O)N(C)C(C)(CCO[Si](C1=CC=CC=C1)(C1=CC=CC=C1)C(C)(C)C)C)C1=CC(=CC(=C1)OC)OC